4-chloro-2-methylsulfonylphenyl 5-cyclopropyl-1,2-oxazol-4-yl ketone C1(CC1)C1=C(C=NO1)C(=O)C1=C(C=C(C=C1)Cl)S(=O)(=O)C